2-(4-(6-(4-Cyano-2-fluorobenzyloxy)pyridin-2-yl)-2-methoxybenzyl)-1-((tetrahydrofuran-2-yl)methyl)-1H-benzo[d]imidazol C(#N)C1=CC(=C(COC2=CC=CC(=N2)C2=CC(=C(CC3=NC4=C(N3CC3OCCC3)C=CC=C4)C=C2)OC)C=C1)F